COC1=CC=2N(C(C(=C(N2)C(F)(F)F)C=2C=NC(=CC2)OCC(F)(F)F)=O)C=C1 8-methoxy-3-(6-(2,2,2-trifluoroethoxy)-3-pyridinyl)-2-(trifluoromethyl)-4H-pyrido[1,2-a]pyrimidin-4-one